C(CCC)OC(=O)C1C2C3C4C=CC(C3C(C1)C2)C4 8-n-butoxycarbonyltetracyclo[4.4.0.12,5.17,10]-3-dodecene